COC1=CC=C(C=C1)C(OC[C@@]1(CN(C[C@@H](O1)N1C(NC(C(=C1)C)=O)=O)C1CCCCC1)COP(OCCC#N)N(C(C)C)C(C)C)(C1=CC=CC=C1)C1=CC=C(C=C1)OC 3-[[(2S,6R)-2-[[bis(4-methoxyphenyl)-phenyl-methoxy]methyl]-4-cyclohexyl-6-(5-methyl-2,4-dioxo-pyrimidin-1-yl)morpholin-2-yl]methoxy-(diisopropylamino)phosphanyl]-oxy-propanenitrile